NCCCCN1C2=C(NC(C3=C1C=CC=C3)=O)C=CC(=C2)Cl 5-(4-Aminobutyl)-7-chloro-5,10-dihydro-11H-dibenzo[b,e][1,4]diazepin-11-one